CC(C)(C)OC(=O)N1C[C@@H]2[C@H](C1)C2CO tert-butyl (1r,5s,6s)-6-(hydroxymethyl)-3-azabicyclo[3.1.0]hexane-3-carboxylate